4-(3,4-dicarboxyphenoxy)2,2-bis[4-(3,4-dicarboxyphenoxy)phenyl]propane C(=O)(O)C=1C=C(OC2(CC=C(C=C2)C(C)(C)C2=CC=C(C=C2)OC2=CC(=C(C=C2)C(=O)O)C(=O)O)OC2=CC(=C(C=C2)C(=O)O)C(=O)O)C=CC1C(=O)O